5-{2,5-Dimethyl-7-[propyl({[4-(pyridin-3-yl)phenyl]methyl})amino]pyrazolo[1,5-a]-pyrimidin-3-yl}-N,N,4-trimethylpyridin-2-amin CC1=NN2C(N=C(C=C2N(CC2=CC=C(C=C2)C=2C=NC=CC2)CCC)C)=C1C=1C(=CC(=NC1)N(C)C)C